C(C)(=O)[O-].[Sn+4].C(C)(=O)[O-].C(C)(=O)[O-].C(C)(=O)[O-] tin acetate salt